Cl.Cl.NC(CO)CC1=C(C2=NC(=CC(=C2S1)NCC=1OC=CC1)Cl)Br 2-amino-3-(3-bromo-5-chloro-7-{[(furan-2-yl)methyl]amino}thieno[3,2-b]pyridin-2-yl)propan-1-ol dihydrochloride